ClC=1C=C(C=2N(N1)C=C(N2)CNC(OC(C)(C)C)=O)N2C(OCC2)=O tert-butyl ((6-chloro-8-(2-oxooxazolidin-3-yl)imidazo[1,2-b]pyridazin-2-yl)methyl)carbamate